methyl 5-((4-bromo-6,7-difluoro-1-(tetrahydro-2H-pyran-2-yl)-1H-benzo[d]imidazol-5-yl)oxy)-2-fluorobenzimidothioate BrC1=C(C(=C(C=2N(C=NC21)C2OCCCC2)F)F)OC=2C=CC(=C(C(=N)SC)C2)F